5-tertiary butyl-isophthaloyl dichloride C(C)(C)(C)C=1C=C(C=C(C(=O)Cl)C1)C(=O)Cl